ClP(=O)(Cl)N=C=O dichlorophosphoryl isocyanate